N1C=CC=C2C=CC=3C(=C12)C=CN3 PYRROLOCHINOLIN